N-cyclopropyl-capramide C1(CC1)NC(=O)CCCCCCCCC